1-(pyridin-2-yloxy)benzoic acid N1=C(C=CC=C1)OC1(C(=O)O)CC=CC=C1